2-(6-{5-chloro-2-[(oxacyclohex-4-yl)amino]pyrimidin-4-yl}-1-oxo-2,3-dihydro-1H-isoindol-2-yl)-2-methylpropionic acid ClC=1C(=NC(=NC1)NC1CCOCC1)C1=CC=C2CN(C(C2=C1)=O)C(C(=O)O)(C)C